(2S,11aR)-7-Fluoro-2-hydroxy-8-methyl-6-(pyrrolidin-1-yl)-2,3,11,11a-tetrahydro-1H,5H-benzo[f]pyrrolo[2,1-c][1,4]oxazepin-5-one FC=1C(=CC2=C(C(N3[C@@H](CO2)C[C@@H](C3)O)=O)C1N1CCCC1)C